FC(OC1=CC=C(C=C1)N1C(C(=CC2=C1N=C(N=C2)OCC)C=2C=CC1=C(NC(=N1)C)C2)=O)F 8-(4-(difluoromethoxy)phenyl)-2-ethoxy-6-(2-methyl-1H-benzo[d]imidazol-6-yl)pyrido[2,3-d]pyrimidin-7(8H)-one